FC(C)(F)C=1C=C(C=CC1)NC(=O)C1(C(=NN(C1=O)C1=CC=C(C=C1)OC(F)(F)F)C)F N-(3-(1,1-difluoroethyl)phenyl)-4-fluoro-3-methyl-5-oxo-1-(4-(trifluoromethoxy)phenyl)-4,5-dihydro-1H-pyrazole-4-carboxamide